CC(C(=O)OC(C(C(C)C)(C)C)=O)(C(C)C)C 2,2,3-trimethylbutanoic anhydride